C(C)(=O)OC(C(Cl)Cl)=O dichloroacetyl acetate